ClC1=C2C(=NC=C1)C(=CS2)C(=O)N 7-chlorothieno[3,2-b]pyridine-3-carboxamide